1-benzyloxycarbonyl-4-ethylpyrrolidine-3-carboxylate C(C1=CC=CC=C1)OC(=O)N1CC(C(C1)CC)C(=O)[O-]